4-[3-[2,6-Dichloro-4-(5,9-dioxa-2-azaspiro[3.5]nonan-2-yl)benzoyl]-2,4-dihydro-1,3-benzoxazin-8-yl]-5-fluoro-2-(3-oxa-8-azabicyclo[3.2.1]oct-8-yl)benzoic acid ClC1=C(C(=O)N2COC3=C(C2)C=CC=C3C3=CC(=C(C(=O)O)C=C3F)N3C2COCC3CC2)C(=CC(=C1)N1CC2(C1)OCCCO2)Cl